C1(=CC=CC=C1)C[C@@H](C)O (R)-1-phenylpropan-2-ol